2,2-dipropylpentanenitrile C(CC)C(C#N)(CCC)CCC